2-(difluoromethyl)-3-methoxy-2-methyl-3-oxo-propionic acid FC(C(C(=O)O)(C(=O)OC)C)F